3-methyl-3,8-diazabicyclo[3.2.1]octan-8-ylaniline CN1CC2CCC(C1)N2NC2=CC=CC=C2